C12(CC(C1)C2)C2=NC1=NC=NC(=C1N2)C(=O)NCC2=CC(=CC(=C2)C=2C=NN(C2)C2=CC=C(C=C2)F)F 8-(bicyclo[1.1.1]pentan-1-yl)-N-(3-fluoro-5-(1-(4-fluorophenyl)-1H-pyrazol-4-yl)benzyl)-7H-purine-6-carboxamide